OC1=C(C=CC=C1C1=CC=C(C=C1)NC(C)=O)C1=CC=C(C=C1)NC(C)=O N,N'-(2'-hydroxy-[1,1':3',1''-terphenyl]-4,4''-diyl)diacetamide